2-[4-chloro-3-[2-[[(R)-phenyl-[(3R)-1,2,3,4-tetrahydropyrido[2,3-b]pyrazin-3-yl]methyl]amino]ethyl]phenyl]acetic acid ClC1=C(C=C(C=C1)CC(=O)O)CCN[C@@H]([C@H]1CNC2=C(N1)N=CC=C2)C2=CC=CC=C2